2-(1-(cyclopropylmethyl)-5-methoxy-1H-indol-2-yl)-3,4-dihydro-5-oxa-1,2a-diazaacenaphthylen-7-yl-methanone stearoyltartrate C(CCCCCCCCCCCCCCCCC)(=O)C(C(=O)O)(O)C(O)C(=O)O.C1(CC1)CN1C(=CC2=CC(=CC=C12)OC)C1=NC=2C=C(C=C3OCCN1C23)C=O